O=C1NC(CCC1N1C(C2=CC=C(C=C2C1=O)N1CCC(CC1)CN1CC(C1)CN1[C@H](CN(CC1)C(=O)OCC1=CC=CC=C1)C)=O)=O benzyl (3S)-4-[[1-[[1-[2-(2,6-dioxo-3-piperidyl)-1,3-dioxo-isoindolin-5-yl]-4-piperidyl]methyl]azetidin-3-yl]methyl]-3-methyl-piperazine-1-carboxylate